3-ethynyl-2,4,6-trifluoroaniline C(#C)C=1C(=C(N)C(=CC1F)F)F